dimethyl-(ethanol) CC(C)(O)C